C(CCC)N(CC(=O)N)C=1OC(=CC1)C=O 2-[BUTYL(5-FORMYLFURAN-2-YL)AMINO]ACETAMIDE